2-(((benzyloxy) carbonyl) (2,2-difluoroethyl)amino)-3-((tert-butyldimethylsilyl)oxy)butyl 4-methylbenzenesulfonate CC1=CC=C(C=C1)S(=O)(=O)OCC(C(C)O[Si](C)(C)C(C)(C)C)N(CC(F)F)C(=O)OCC1=CC=CC=C1